C1(=CC=CC=C1)COC1=CC=C(C=C1)NC(=O)C=1C=C(N(C1C)C)C1=C(C(=O)O)C=C(C(=C1)Cl)F 2-[4-({[4-(Phenylmethoxy)phenyl]amino}carbonyl)-1,5-dimethyl-1H-pyrrol-2-yl]-4-chloro-5-fluorobenzoic acid